C1(CC1)[C@@H](\C=C/S(=O)(=O)C)NC(=O)C=1C(NC(=CC1)C1=CC(=C(C=C1)C)C)=O (S,Z)-N-(1-cyclopropyl-3-(methylsulfonyl)allyl)-6-(3,4-dimethylphenyl)-2-oxo-1,2-dihydropyridine-3-carboxamide